COC mono(methyl) ether